FC(CN1CC(N(CC1)CC1=C2C=CN(C2=C(C=C1OC)C)C(=O)OC(C)(C)C)C1=CC(=C(C=C1)C(=O)OC)NCC1COC1)F tert-Butyl 4-((4-(2,2-difluoroethyl)-2-(4-(methoxycarbonyl)-3-((oxetan-3-ylmethyl)amino)phenyl)piperazin-1-yl)methyl)-5-methoxy-7-methylindole-1-carboxylate